4-(5,6-dihydro-8H-imidazo[5,1-c][1,4]oxazin-8-yl)-2-fluorobenzonitrile C=1N=CN2C1C(OCC2)C2=CC(=C(C#N)C=C2)F